2-fluoro-3-((4-nitro-1H-pyrazol-3-yl)oxy)propan-1-ol FC(CO)COC1=NNC=C1[N+](=O)[O-]